rac-N-methyl-3-(6-(1-methyl-1H-pyrazol-4-yl)pyrazolo[1,5-a]pyrazin-4-yl)cyclopentane-1-carboxamide CNC(=O)C1CC(CC1)C=1C=2N(C=C(N1)C=1C=NN(C1)C)N=CC2